CN1CCC(CC1)NC(=O)C1=CC=2N=C(N=C(C2O1)N1CCOCC1)N1N=CC(=C1)C=1C=C(C=CC1)C N-(1-methylpiperidin-4-yl)-4-morpholino-2-(4-(m-tolyl)-1H-pyrazol-1-yl)furo[3,2-d]pyrimidine-6-carboxamide